FC(OC=1C=C(C=CC1)C=1C=C2C=CC(=NC2=CC1)N1CCCCC1)(F)F 1-(6-(3-(trifluoromethoxy)phenyl)chinolin-2-yl)piperidin